C(C1=CC=CC=C1)N1N=C(N=C1)C(=O)N[C@H]1C(N(C=2N(CC1)N=C(C2)CC2CCOCC2)C)=O 1-benzyl-N-[(6R)-4-methyl-5-oxo-2-(tetrahydropyran-4-ylmethyl)-7,8-dihydro-6H-pyrazolo[1,5-a][1,3]diazepin-6-yl]-1,2,4-triazole-3-carboxamide